F[Sb-](F)(F)(F)(F)F.C(#N)C1=[NH+]C=CC=C1 2-cyanopyridinium hexafluoroantimonate